1-(difluoromethoxy)-4-vinyl-benzene FC(OC1=CC=C(C=C1)C=C)F